tert-butyl-benzothiazolesulfenamide C(C)(C)(C)C1=CC=CC2=C1N=C(S2)SN